BrC1=CC(=C(C=C1)C)C 4-bromo-1,2-dimethylbenzene